5-[4-[(R)-amino(4,5-dichloro-2-hydroxyphenyl)methyl]piperidine-1-carbonyl]-1-methylpyridin-2-one N[C@H](C1CCN(CC1)C(=O)C=1C=CC(N(C1)C)=O)C1=C(C=C(C(=C1)Cl)Cl)O